FC(C(=O)N1CCN(CC1)C1CCN(CC1)C1=C(C=C(C(=C1)OC)[N+](=O)[O-])C=1C=NN(C1)C)(F)F 2,2,2-trifluoro-1-(4-(1-(5-methoxy-2-(1-methyl-1H-pyrazol-4-yl)-4-nitrophenyl)piperidin-4-yl)piperazin-1-yl)ethan-1-one